C(CC)C1=C(C2=CC=CC=C2C=C1)S(=O)(=O)O propylnaphthalenesulfonic acid